ClC1=CC=CC(=N1)C1=NC(=NC(=N1)NC1CC2(C1)CC(C2)(F)F)NC2CC1(C2)CC(C1)(F)F 6-(6-Chloropyridin-2-yl)-N2,N4-bis(6,6-difluorospiro[3.3]heptan-2-yl)-1,3,5-triazine-2,4-diamine